C(C1=CC=CC=C1)OC(=O)N[C@H](C(=O)OC)CC1=CC2=CC=CC=C2C=C1N(C)C(=O)OC(C)(C)C methyl (2S)-2-{[(benzyloxy)carbonyl]amino}-3-{3-[(tert-butoxycarbonyl)(methyl)amino]-2-naphthyl}propanoate